Tungsten(VI) Oxychloride O(Cl)Cl.[W+6]